C(C)C=1C=C(C=CC1)N(C(=NC1=CC=CC2=CC=CC=C12)N)C 1-(3-ethylphenyl)-1-methyl-2-naphthalen-1-yl-guanidine